(difluoro(2-(((S)-1-((S)-2-((4-iodophenyl)(phenyl)carbamoyl)pyrrolidin-1-yl)-3,3-dimethyl-1-oxobutan-2-yl)carbamoyl)benzo[b]thiophen-5-yl)methyl)phosphonic acid FC(C1=CC2=C(SC(=C2)C(N[C@H](C(=O)N2[C@@H](CCC2)C(N(C2=CC=CC=C2)C2=CC=C(C=C2)I)=O)C(C)(C)C)=O)C=C1)(F)P(O)(O)=O